C(C)OC(=O)C=1C(=NC(=NC1)N1CC2CC2C1)\C=C\C1=CC=CC=C1 2-{3-azabicyclo[3.1.0]hex-3-yl}-4-[(1E)-2-phenylvinyl]pyrimidine-5-carboxylic acid ethyl ester